CC1=NC=C(C=N1)SC1=CC=C(C(=O)O)C=C1 4-(2-methylpyrimidin-5-yl)sulfanyl-benzoic acid